COC1=CC=C(C=C1)C1=CN=C(O1)CSC1=NC=NC=N1 4-({[5-(4-methoxyphenyl)-1,3-oxazol-2-yl]methyl}sulfanyl)-1,3,5-triazin